6-bromo-1-methyl-2-oxo-4-[4-(phenylsulfanyl)piperidin-1-yl]-1,2-dihydroquinoline-3-carbonitrile BrC=1C=C2C(=C(C(N(C2=CC1)C)=O)C#N)N1CCC(CC1)SC1=CC=CC=C1